methyl 4-bromo-3-(N-(4-cyano-[1,1'-biphenyl]-2-yl)sulfamoyl)benzoate BrC1=C(C=C(C(=O)OC)C=C1)S(NC1=C(C=CC(=C1)C#N)C1=CC=CC=C1)(=O)=O